C(C)(C)(C)OC(=O)NCCCCCC1=NC=CC(=C1)N(C(OC(C)(C)C)=O)C1=CC(=NN1C(C)(C)C)[C@@H]1C[C@@H](CC1)OC(=O)OC1=CC=C(C=C1)[N+](=O)[O-] tert-butyl (2-(5-((tert-butoxycarbonyl)amino)pentyl)pyridin-4-yl)(1-(tert-butyl)-3-((1S,3R)-3-(((4-nitrophenoxy)carbonyl)oxy)cyclopentyl)-1H-pyrazol-5-yl)carbamate